C1(CC1)C1=C(C=CC(=C1)N1[C@H]2CN([C@@H](C1)C2)C)NC2=NC=C(C(=N2)C=2SC=C(C2)S(=O)(=O)C)C(F)(F)F N-(2-cyclopropyl-4-((1R,4R)-5-methyl-2,5-diazabicyclo[2.2.1]heptan-2-yl)phenyl)-4-(4-(methylsulfonyl)thiophen-2-yl)-5-(trifluoromethyl)pyrimidin-2-amine